CC(CCCC(=O)OCCl)C chloromethyl 5-methylhexanoate